ClC1=C2C3=C(N=C(N=C3C(=C1C1=CC(=CC(=N1)N(CC1=CC=C(C=C1)OC)CC1=CC=C(C=C1)OC)C)F)SC)N1[C@H](CO2)CCCC1 (S)-6-(6-chloro-4-fluoro-2-(methylthio)-8,8a,9,10,11,12-hexahydropyrido[2',1':3,4][1,4]oxazepino[5,6,7-de]quinazolin-5-yl)-N,N-bis(4-methoxybenzyl)-4-methylpyridin-2-amine